C(C1=CC=CC=C1)OC=1C=CC(=C(C1)P(C)(C)=O)OC1=NC(=NC=C1Cl)Cl (5-(benzyloxy)-2-((2,5-dichloropyrimidin-4-yl)oxy)phenyl)dimethylphosphine oxide